[(triphenyleneyl)biphenylyl]terpyridine C1(=CC=CC=2C3=CC=CC=C3C3=CC=CC=C3C12)C=1C(=C(C=CC1)C1=CC=CC=C1)C=1C(=NC=CC1)C1=NC=CC=C1C1=NC=CC=C1